5-(2-(methylamino)ethoxy)-1H-indole-2-carboxylic acid CNCCOC=1C=C2C=C(NC2=CC1)C(=O)O